[Li].BrC1=CC=C2/C(/C(NC2=C1)=O)=C\1/NC2=CC=CC=C2/C1=N\O (2Z,3E)-6'-bromo-3-(hydroxyimino)-[2,3'-biindolinylidene]-2'-one lithium salt